FC1=CC=C2C=CN(C(C2=C1)=O)C1=NNC=C1 7-fluoro-2-(1H-pyrazol-3-yl)isoquinolin-1(2H)-one